C[C@]1(OCCN(C1)[C@@H]1CCC=2C1=NNC(C2C(F)(F)F)=O)C(=O)N2CCN(CC2)C2=NC=C(C=C2)C(F)(F)F |o1:1,&1:7| rac-(R*)-7-((R*)-2-Methyl-2-(4-(5-(trifluoromethyl)pyridin-2-yl)piperazine-1-carbonyl)morpholino)-4-(trifluoromethyl)-2,5,6,7-tetrahydro-3H-cyclopenta[c]pyridazin-3-one